3-(2-furoyl)acryloyl-benzoyl-glutamyl-glutamic acid O1C(=CC=C1)C(=O)C=CC(=O)N([C@@H](CCC(=O)O)C(=O)N[C@@H](CCC(=O)O)C(=O)O)C(C1=CC=CC=C1)=O